ethyl 5-amino-1H-pyrazole-4-carboxylate NC1=C(C=NN1)C(=O)OCC